4-methyl-2-(prop-1-en-2-yl)phenol CC1=CC(=C(C=C1)O)C(=C)C